CC1(OB(OC1(C)C)C1=CC=CC=C1)C 4,4,5,5-tetramethyl-2-phenyl-1,3,2-dioxaborolane